3,6-dibromo-9-(4-bromobutyl)-9H-carbazole BrC=1C=CC=2N(C3=CC=C(C=C3C2C1)Br)CCCCBr